4-fluoro-3-((trifluoromethyl)sulfonyl)benzenesulfonate FC1=C(C=C(C=C1)S(=O)(=O)[O-])S(=O)(=O)C(F)(F)F